cis-N1-(5-(1,5-naphthyridin-2-yl)pyrrolo[2,1-f][1,2,4]triazin-2-yl)-N3,N3-dimethylcyclobutane-1,3-diamine N1=C(C=CC2=NC=CC=C12)C=1C=CN2N=C(N=CC21)N[C@@H]2C[C@@H](C2)N(C)C